ClC=1C=C2C(=NC1)OC(=N2)C2CC1(CC(C1)NC(=O)C=1OC(=CC1)[S@@](=O)(=N)C1CC1)C2 (Sa)-N-[6-(6-chlorooxazolo[5,4-b]pyridin-2-yl)spiro[3.3]heptan-2-yl]-5-[(R)-cyclopropylsulfonimidoyl]furan-2-carboxamide